(3-(2-methylbut-2-enamido)benzyl)carbamate CC(C(=O)NC=1C=C(CNC([O-])=O)C=CC1)=CC